tert-butyl 4-[4-(tetramethyl-1,3,2-dioxaborolan-2-yl)phenyl]piperazine-1-carboxylate CC1(C(OB(O1)C1=CC=C(C=C1)N1CCN(CC1)C(=O)OC(C)(C)C)(C)C)C